FC(C1=CC2=C(SC(=C2)C(N[C@H](C(=O)N2[C@@H](CCC2)C(=O)N2CC(C(CC2)O)C2=CC=CC=C2)C(C)(C)C)=O)C=C1)(F)P(O)(O)=O (difluoro(2-(((2S)-1-((2S)-2-(4-hydroxy-3-phenylpiperidine-1-carbonyl)pyrrolidin-1-yl)-3,3-dimethyl-1-oxobutan-2-yl)carbamoyl)benzo[b]thiophen-5-yl)methyl)phosphonic acid